({4-[2-(6-hydroxy-3-azabicyclo[3.1.0]hex-3-yl)-2-oxoethyl]phenyl}amino)-N-[(4-methoxyphenyl)methyl]carboxamide OC1C2CN(CC12)C(CC1=CC=C(C=C1)NC(=O)NCC1=CC=C(C=C1)OC)=O